N-methyl-3-(3-methyl-6-nitro-2-oxo-benzimidazol-1-yl)propanamide CNC(CCN1C(N(C2=C1C=C(C=C2)[N+](=O)[O-])C)=O)=O